4-(piperidin-3-yl)-1,3-thiazol-2-amine N1CC(CCC1)C=1N=C(SC1)N